4-[4-(1,3-Benzothiazol-2-yl)piperidin-1-yl]-1-methylquinolin-2(1H)-one S1C(=NC2=C1C=CC=C2)C2CCN(CC2)C2=CC(N(C1=CC=CC=C21)C)=O